((4aR,6aS,7S)-4a,6a-dimethyl-2-oxo-2,4a,4b,5,6,6a,7,8,9,9a,9b,10,11,11a-tetradecahydro-1H-indeno[5,4-f]quinolin-7-yl)methyl (4-(trifluoromethyl)benzyl)carbamate FC(C1=CC=C(CNC(OC[C@H]2CCC3[C@@]2(CCC2[C@]4(C=CC(NC4CCC23)=O)C)C)=O)C=C1)(F)F